C(=O)(O)COC1=C(C2=CC=CC=C2C=C1)C1=C(C=CC2=CC=CC=C12)OCC(=O)O 2,2'-bis(carboxymethoxy)-1,1'-binaphthyl